N-(4-(4-isopropyl-4H-1,2,4-triazol-3-yl)pyridin-2-yl)-1H-benzo[d]imidazole-2-carboxamide C(C)(C)N1C(=NN=C1)C1=CC(=NC=C1)NC(=O)C1=NC2=C(N1)C=CC=C2